C1(CCCC1)N1C(C(=CC2=C1N=C(N=C2)NC2=CC=C1C(=CNC1=C2)CN(C)C)C#N)=O 8-cyclopentyl-2-((3-((dimethylamino)methyl)-1H-indol-6-yl)amino)-7-oxo-7,8-dihydropyrido[2,3-d]pyrimidine-6-carbonitrile